1,4-benzenedicarboxylate C1(=CC=C(C=C1)C(=O)[O-])C(=O)[O-]